(1R,4R,5S)-2-benzyl-4-(o-tolyloxy)-2-azabicyclo[3.2.1]octane C(C1=CC=CC=C1)N1[C@@H]2CC[C@H]([C@H](C1)OC1=C(C=CC=C1)C)C2